ClC=1C(N(C(=CC1OC([2H])([2H])C1=C(C=C(C=C1)F)Cl)C)C1=CC(=NC=C1C)N1N=C(C=C1)C(C)(C)O)=O 3-chloro-4-((2-chloro-4-fluorophenyl)methoxy-d2)-2'-(3-(2-hydroxypropane-2-yl)-1H-pyrazol-1-yl)-5',6-dimethyl-2H-[1,4'-bipyridyl]-2-one